C(C)N1B(N(B(N(B1Cl)CC)Cl)CC)Cl 1,3,5-triethyl-2,4,6-trichloroborazine